C1(CC1)C1=C(O[C@H](C(=O)O)C)C=CC(=C1)F (S)-2-(2-cyclopropyl-4-fluorophenoxy)propionic acid